Cl.C(CC)NCC(=O)OCC1=CC(=NC(=C1)Cl)Cl (2,6-Dichloropyridin-4-yl)methyl propylglycinate hydrochloride